ClC=1C=C(C=NC1OC(F)F)C(=O)NCC=1C=NN2N=C(N(C21)CC(F)F)C 5-chloro-N-{[1-(2,2-difluoroethyl)-2-methyl-1H-pyrazolo[1,5-b][1,2,4]triazol-7-yl]methyl}-6-(difluoromethoxy)pyridine-3-carboxamide